4-((4-(benzyloxy)-2-methoxy-6-methylbenzoyl)oxy)-3-fluoro-6-hydroxy-2,5-dimethylbenzoic acid C(C1=CC=CC=C1)OC1=CC(=C(C(=O)OC2=C(C(=C(C(=O)O)C(=C2C)O)C)F)C(=C1)C)OC